C(C(=C)C)(=O)NCCCN1C(=[N+](C=C1)CCC(=O)[O-])C 3-(1-(3-methacrylamidopropyl)-2-methyl-1H-imidazol-3-ium-3-yl)propanoate